6-methoxy-7-methyl-1,2,3,4-tetrahydronaphthalen-1-one COC=1C=C2CCCC(C2=CC1C)=O